5-[[6-(difluoromethyl)pyridine-2-carbonyl]amino]-2-(3-hydroxy-3-methyl-butyl)pyrazolo[1,5-a]pyridine-6-carboxamide FC(C1=CC=CC(=N1)C(=O)NC1=CC=2N(C=C1C(=O)N)N=C(C2)CCC(C)(C)O)F